BrC1=C(C=CC=C1)SC1=C(C=C(C=C1)C)C 1-[(2-bromophenyl)sulfanyl]-2,4-dimethylbenzene